tert-Butyl methyl(2-oxo-2-(o-tolyl)ethyl)carbamate CN(C(OC(C)(C)C)=O)CC(C1=C(C=CC=C1)C)=O